tert-butyl 4-[(1S,4S,5R)-5-[[5-cyclopropyl-3-(2,6-dichlorophenyl)-1,2-oxazol-4-yl]methoxy]-2-azabicyclo[2.2.1]heptan-2-yl]-3-fluorobenzoate C1(CC1)C1=C(C(=NO1)C1=C(C=CC=C1Cl)Cl)CO[C@H]1[C@@H]2CN([C@H](C1)C2)C2=C(C=C(C(=O)OC(C)(C)C)C=C2)F